N-[8-(Quinolin-4-ylamino)octyl]nicotinamide N1=CC=C(C2=CC=CC=C12)NCCCCCCCCNC(C1=CN=CC=C1)=O